N-((1r,4r)-4-(difluoromethyl)cyclohexyl)-6-(2-hydroxypropan-2-yl)-2-(1-methyl-1H-imidazol-5-yl)pyrimidine-4-carboxamide FC(C1CCC(CC1)NC(=O)C1=NC(=NC(=C1)C(C)(C)O)C1=CN=CN1C)F